C1(CC1)OC1=C(C(=C(C(=C1F)F)F)F)S(=O)(=O)NC1=CC=C(C=C1)OC1=CC=CC=C1 Cyclopropoxy-3,4,5,6-tetrafluoro-N-(4-phenoxyphenyl)benzenesulfonamide